1-[7-fluoro-1-methyl-6-[4-(piperazin-1-ylmethyl)-1-piperidyl]indazol-3-yl]hexahydropyrimidine-2,4-dione FC=1C(=CC=C2C(=NN(C12)C)N1C(NC(CC1)=O)=O)N1CCC(CC1)CN1CCNCC1